N1-((S)-4-methyl-1-oxo-1-(((S)-3-oxo-1-((S)-2-oxopyrrolidin-3-yl)-4-(2,3,5,6-tetrafluorophenoxy)butan-2-yl)amino)pentan-2-yl)-N2-(1-methylcyclopropyl)oxalamide CC(C[C@@H](C(N[C@@H](C[C@H]1C(NCC1)=O)C(COC1=C(C(=CC(=C1F)F)F)F)=O)=O)NC(C(=O)NC1(CC1)C)=O)C